methyl 2-(3-aminoprop-1-yn-1-yl)-4-((3-(piperidine-4-carboxamido)propyl)carbamoyl)benzoate NCC#CC1=C(C(=O)OC)C=CC(=C1)C(NCCCNC(=O)C1CCNCC1)=O